(R)-5-(4-((1-(4-(dimethylamino)-1-piperidinyl)-3-(methylselenyl)-1-oxo-2-propanyl)amino)-6-quinazolinyl)-2-methoxynicotinonitrile CN(C1CCN(CC1)C([C@H](C[Se]C)NC1=NC=NC2=CC=C(C=C12)C=1C=NC(=C(C#N)C1)OC)=O)C